3-((2-(((2-hydroxyethyl)amino)methyl)-5-(((2-methyl-[1,1'-biphenyl]-3-yl)methyl)amino)phenoxy)methyl)benzonitrile OCCNCC1=C(OCC=2C=C(C#N)C=CC2)C=C(C=C1)NCC=1C(=C(C=CC1)C1=CC=CC=C1)C